(S)-5-(4-(4-methylbenzo[d]thiazol-2-yl)-4,5,6,7-tetrahydro-1H-imidazo[4,5-c]pyridine-5-carbonyl)oxazole-4-carbonitrile CC1=CC=CC2=C1N=C(S2)[C@H]2N(CCC1=C2N=CN1)C(=O)C1=C(N=CO1)C#N